4-[3-(5-amino-2-chloro-phenyl)-1,4-oxazepan-4-yl]-6-methyl-pyrimidin-2-amine NC=1C=CC(=C(C1)C1COCCCN1C1=NC(=NC(=C1)C)N)Cl